2-(6-fluoro-1-methyl-1H-indol-4-yl)-6,7-dimethoxy-4-(5-azaspiro[2.5]octane-5-carbonyl)isoquinolin-1(2H)-one FC1=CC(=C2C=CN(C2=C1)C)N1C(C2=CC(=C(C=C2C(=C1)C(=O)N1CC2(CC2)CCC1)OC)OC)=O